p-Coumaroyl-glucose C(\C=C\C1=CC=C(C=C1)O)(=O)C(=O)[C@H](O)[C@@H](O)[C@H](O)[C@H](O)CO